3-methyl-6-(6-methyl-3-{1-[(1-methylcyclohexyl)methyl]-1H-pyrazol-4-yl}pyridin-2-yl)-3H-imidazo[4,5-b]pyridine CN1C=NC=2C1=NC=C(C2)C2=NC(=CC=C2C=2C=NN(C2)CC2(CCCCC2)C)C